trimethylethoxysilane C[Si](OCC)(C)C